(di-tert-butylphosphino)-1-(2-methoxyphenyl)-1H-pyrrole C(C)(C)(C)P(C(C)(C)C)C=1N(C=CC1)C1=C(C=CC=C1)OC